N-(2-methoxyethyl)-2-[[4-[5-(trifluoromethyl)-1,2,4-oxadiazol-3-yl]phenyl]methyl]-4-oxazolecarboxamide COCCNC(=O)C=1N=C(OC1)CC1=CC=C(C=C1)C1=NOC(=N1)C(F)(F)F